COC(C(C)(N1N=C(C=C1)C)C)=O 2-methyl-2-(3-methyl-1H-pyrazol-1-yl)propionic acid methyl ester